NCCOCCOCCOCCOCC(N[C@H](C(=O)N1[C@@H](C[C@H](C1)O)C(=O)NCC1=CC=C(C=C1)C1=C(N=CS1)C)C(C)(C)C)=O (2S,4R)-1-((S)-17-amino-2-(tert-Butyl)-4-oxo-6,9,12,15-tetraoxa-3-azaheptadecanoyl)-4-hydroxy-N-(4-(4-methylthiazole-5-yl)benzyl)pyrrolidine-2-carboxamide